4,6-dichloro-N-(2,4-dimethoxybenzyl)-N-(2-methylbenzoyl)pyridinecarboxamide ClC1=CC(=NC(=C1)Cl)C(=O)N(C(C1=C(C=CC=C1)C)=O)CC1=C(C=C(C=C1)OC)OC